ClC=1C=C(C=C(C1)Cl)NC(=O)NC1=C(C=CC(=C1)C(=O)N1CCC(CC1)C1=CC=C(C=C1)OC=1N=NC(=CC1)C(F)(F)F)N1CCN(CC1)CC 1-(3,5-dichlorophenyl)-3-(2-(4-ethylpiperazin-1-yl)-5-(4-(4-((6-(trifluoromethyl)pyridazin-3-yl)oxy)phenyl)piperidine-1-carbonyl)phenyl)urea